Threonic acid magnesium salt [Mg+2].O=C([C@@H](O)[C@H](O)CO)[O-].O=C([C@@H](O)[C@H](O)CO)[O-]